N-(5-cyanopyridin-3-yl)-N-({5-[5-(difluoromethyl)-1,3,4-oxadiazol-2-yl]-1,3-thiazol-2-yl}methyl)propane-1-sulfonamide C(#N)C=1C=C(C=NC1)N(S(=O)(=O)CCC)CC=1SC(=CN1)C=1OC(=NN1)C(F)F